3-((6-(5-amino-2-carbamoylphenyl)-7-chloro-4-(2-isopropyl-6-methylphenyl)-2,3-dioxo-3,4-dihydroquinoxalin-1(2H)-yl)methyl)azetidine-1-carboxylic acid tert-butyl ester C(C)(C)(C)OC(=O)N1CC(C1)CN1C(C(N(C2=CC(=C(C=C12)Cl)C1=C(C=CC(=C1)N)C(N)=O)C1=C(C=CC=C1C)C(C)C)=O)=O